Capryloyl Glutamate N[C@@H](CCC(=O)[O-])C(=O)OC(CCCCCCC)=O